Cl.CN(C=1SC2=C(N1)SC(=N2)C2=NC=CC=C2O)C2CC(NC(C2)(C)C)(C)C 2-{5-[methyl(2,2,6,6-tetramethylpiperidin-4-yl)amino][1,3]thiazolo[5,4-d][1,3]thiazol-2-yl}pyridin-3-ol hydrochloride